docosylamine C(CCCCCCCCCCCCCCCCCCCCC)N